2-methyl-1-(3-(4-(2-(trifluoromethyl)phenyl)piperidine-1-carbonyl)-4,6,7,8-tetrahydropyrazolo[4,3-c]azepin-5(1H)-yl)propan-1-one CC(C(=O)N1CC2=C(CCC1)NN=C2C(=O)N2CCC(CC2)C2=C(C=CC=C2)C(F)(F)F)C